1-vinyl-3-hexyl-imidazole bromine salt [Br].C(=C)N1CN(C=C1)CCCCCC